2-cyclopropyl-6H-imidazo[1,2-c]pyrimidin-5-one C1(CC1)C=1N=C2N(C(NC=C2)=O)C1